1-[(3S)-3-{[4-({3-methyl-4-[(1-methyl-1,3-benzodiazol-5-yl)oxy]phenyl}amino)quinazolin-6-yl]oxy}pyrrolidin-1-yl]prop-2-en-1-one CC=1C=C(C=CC1OC1=CC2=C(N(C=N2)C)C=C1)NC1=NC=NC2=CC=C(C=C12)O[C@@H]1CN(CC1)C(C=C)=O